NC(/C=C/CC[C@@H](C(=O)NC=1C(N(C=CC1)CC1=NC2=C(N1)C(=CC=C2)OCC2=CC=CC=C2)=O)NC(OC)=O)=O methyl (S,E)-(7-amino-1-((1-((7-(benzyloxy)-1H-benzo[d]imidazol-2-yl)methyl)-2-oxo-1,2-dihydropyridin-3-yl)amino)-1,7-dioxohept-5-en-2-yl)carbamate